bis-aminophenylfluorene NC=1C(=C(C=2CC3=CC=CC=C3C2C1)C1=CC=CC=C1)N